IC1=C(C=NN1CCOC)C 5-iodo-1-(2-methoxyethyl)-4-methyl-1H-pyrazole